(1-(4-(1-(1-cyclopropylethyl)-6-oxo-1,6-dihydropyrimidin-5-yl)phenyl)cyclopropyl)-1-i-propyl-1H-pyrazolo[3,4-d]pyrimidine-6-carboxamide C1(CC1)C(C)N1C=NC=C(C1=O)C1=CC=C(C=C1)C1(CC1)C1=NN(C2=NC(=NC=C21)C(=O)N)C(C)C